ClC=1C=C2C=C(NC2=CC1)C(=O)NC(C(=O)O)CC=1N=CNC1C 2-(5-chloro-1H-indole-2-carboxamido)3-(5-methyl-1H-imidazol-4-yl)propanoic acid